(1-(3,5-dichlorophenyl)-7-methoxy-8-(1-methyl-1H-pyrazol-3-yl)-1,4-dihydrochromeno[4,3-c]pyrazol-3-yl)(4-hydroxy-2,2-dimethylpiperidin-1-yl)methanone ClC=1C=C(C=C(C1)Cl)N1N=C(C2=C1C=1C=C(C(=CC1OC2)OC)C2=NN(C=C2)C)C(=O)N2C(CC(CC2)O)(C)C